1-bromo-2-(bromomethyl)-3-fluoro-benzene BrC1=C(C(=CC=C1)F)CBr